CC1N(C1)CCC(=O)O.CC1N(C1)CCC(=O)O.CC1N(C1)CCC(=O)O.C(O)C(CC)(CO)CO trimethylolpropane tris(2-methyl aziridinepropionate)